ClC1=CC=C2C(=CC(=NC2=C1Cl)N1[C@@H]([C@@H](CC1)O)C(=O)OC)N1C=NC=C1 methyl (2S,3R)-1-(7,8-dichloro-4-(1H-imidazol-1-yl)quinolin-2-yl)-3-hydroxypyrrolidine-2-carboxylate